OC1=C(C=O)C(=CC(=C1)C1=CC=CC=C1)C1=CC=CC=C1 2-hydroxy-4,6-diphenylbenzaldehyde